N-((5-(5-(difluoromethyl)-1,3,4-oxadiazol-2-yl)pyridin-2-yl)methyl)-1-(oxetan-3-yl)-N-(m-tolyl)piperidine-4-sulfonamide FC(C1=NN=C(O1)C=1C=CC(=NC1)CN(S(=O)(=O)C1CCN(CC1)C1COC1)C=1C=C(C=CC1)C)F